ClC1=NC=C(C(=O)NCC#N)C(=C1)NC 6-chloro-N-(cyanomethyl)-4-(methylamino)nicotinamide